2-((1-(5,6-diphenylpyrazin-2-yl)-3-methoxypiperidin-4-yl)oxy)acetic acid C1(=CC=CC=C1)C=1N=CC(=NC1C1=CC=CC=C1)N1CC(C(CC1)OCC(=O)O)OC